8-(benzyloxy)-2-methyl-2,3,4,5-tetrahydro-1H-benzofuro[3,2-c]azepine C(C1=CC=CC=C1)OC1=CC2=C(C=C1)C=1CN(CCCC1O2)C